7-((2S,5R)-4-(Bis(4-fluorophenyl)methyl)-2,5-dimethylpiperazin-1-yl)-4-methyl-3-(((S)-tetrahydrofuran-2-yl)methyl)-3,4-dihydro-5H-[1,2,3]triazolo[4,5-d]pyrimidin-5-one FC1=CC=C(C=C1)C(N1C[C@@H](N(C[C@H]1C)C=1C2=C(N(C(N1)=O)C)N(N=N2)C[C@H]2OCCC2)C)C2=CC=C(C=C2)F